C1(=CC=CC2=CC=CC=C12)C1OC=CC1 naphthyl-dihydrofuran